trimethylamine cyanoborohydride C(#N)[BH3-].CN(C)C